(6-(3-cyclopropyl-1H-1,2,4-triazol-1-yl)-2-azaspiro[3.3]heptan-2-yl)(3-(3-cyclopropyl-2-fluorophenoxy)azetidin-1-yl)methanone C1(CC1)C1=NN(C=N1)C1CC2(CN(C2)C(=O)N2CC(C2)OC2=C(C(=CC=C2)C2CC2)F)C1